2-amino-3-bromo-benzoic acid methyl ester COC(C1=C(C(=CC=C1)Br)N)=O